tert-butyl N-(5-azaspiro[2.5]octan-8-yl)-N-cyclopropyl-carbamate C1CC12CNCCC2N(C(OC(C)(C)C)=O)C2CC2